FC1=CC=C2CCC(C2=C1)=N[S@](=O)C(C)(C)C (R)-N-(6-fluoro-2,3-dihydro-1H-inden-1-ylidene)-2-methylpropane-2-sulfinamide